N-(3,4-Dichlorophenyl)-6-(methylsulfonyl)-3,4-dihydroisoquinoline ClC=1C=C(C=CC1Cl)N1CC2=CC=C(C=C2CC1)S(=O)(=O)C